CC1=C(C=CC=C1C1=CC=2N(C=C1)C(=CN2)N2N=C(C=C2)C(=O)O)C2=CC=CC=C2 1-(7-(2-methyl-[1,1'-biphenyl]-3-yl)imidazo[1,2-a]pyridin-3-yl)-1H-pyrazole-3-carboxylic acid